((benzyloxy)carbonyl)-O-(1-methylcyclobutyl)-L-threonine C(C1=CC=CC=C1)OC(=O)N[C@@H]([C@H](OC1(CCC1)C)C)C(=O)O